3-(4-piperidinyl)propan-1-ol N1CCC(CC1)CCCO